FC(CCCCCCCCCCCCCCCCCCCCCC=C)(F)F 24,24,24-trifluoro-1-tetracosene